1-(2-(1,4-dimethyl-1H-pyrazol-5-yl)-5-fluoropyridin-4-yl)-N-methyl-N-(thiazol-2-ylmethyl)piperidine-4-carboxamide CN1N=CC(=C1C1=NC=C(C(=C1)N1CCC(CC1)C(=O)N(CC=1SC=CN1)C)F)C